(+-)-4-(9-(2-fluorophenyl)-1,4-dioxa-8-azaspiro[4.6]undecan-8-yl)-6-methylpyridin-2-amine FC1=C(C=CC=C1)[C@@H]1N(CCC2(OCCO2)CC1)C1=CC(=NC(=C1)C)N |r|